C1=CC(=CC(=C1)S(F)(F)(F)(F)F)N 3-(pentafluorothio)aniline